1-(3,4-difluorobenzyl)-1H-1,2,4-triazole-3-carboxamide FC=1C=C(CN2N=C(N=C2)C(=O)N)C=CC1F